C(C)OC1=CC=C(C=C1)N1[C@@H]2CN(C[C@H](C1)CC2(C)C)S(=O)(=O)CCC (1S,5S)-6-(4-ethoxyphenyl)-9,9-dimethyl-3-(propylsulfonyl)-3,6-diazabicyclo[3.2.2]nonane